C(C=C)(=O)OCCC(C(=O)O)CC(=O)O 2-acryloyloxyethyl-succinic acid